(2R,3R,3aR,11aS)-3-[(1E,3ξ,4ξ)-3-hydroxy-4-(trifluoromethyl)-1-octen-1-yl]-9-(1H-tetrazol-5-yl)-1,2,3,3a,4,5,6,11a-octahydrobenzo[b]cyclopenta[g]oxocin-2-ol OC(/C=C/[C@H]1[C@@H](C[C@H]2[C@@H]1CCCC1=C(O2)C=C(C=C1)C1=NN=NN1)O)C(CCCC)C(F)(F)F